OC(C)C=1C(=NC(=CC1)N1C=NC2=C1C=CC(=C2)N2C[C@@H](CC2)O)N2N=C(C=C2C)C#N 1-[3-(1-Hydroxyethyl)-6-[5-[(3R)-3-hydroxypyrrolidin-1-yl]benzimidazol-1-yl]-2-pyridinyl]-5-methyl-pyrazole-3-carbonitrile